3-chloro-5-fluoro-3-(pyrrolidine-2-yl)pyridine ClC1(CN=CC(=C1)F)C1NCCC1